N-methyl-N-(2,2,2-trifluoro-1-(4-(trifluoromethyl)phenyl)ethyl)pyridine-3-sulfonamide CN(S(=O)(=O)C=1C=NC=CC1)C(C(F)(F)F)C1=CC=C(C=C1)C(F)(F)F